ClC1=CC=C(C=C1)C1=CC2=C(N=CN(C2=O)CC(C(F)(F)F)O)C(=N1)C=1C=NN(C1)C 6-(4-chlorophenyl)-8-(1-methyl-1H-pyrazol-4-yl)-3-(3,3,3-trifluoro-2-hydroxypropyl)pyrido[3,4-d]pyrimidin-4(3H)-one